C(C)(C)C1CC2CCC1C=C2C 8-isopropyl-6-methylbicyclo[2.2.2]oct-5-en